5-((6-Amino-5-methoxypyrimidin-4-yl)amino)-6-methoxy-1H-indazole NC1=C(C(=NC=N1)NC=1C=C2C=NNC2=CC1OC)OC